C1(=CC(=CC=C1)N(C1=NC=2N(C3=CC(=CC=C13)[N+](=O)[O-])C=NN2)C)C2=CC=CC=C2 N-([1,1'-Biphenyl]-3-yl)-N-methyl-8-nitro-[1,2,4]triazolo[4,3-a]quinazolin-5-amine